(2R,3R,4R)-2-(6-chloro-8-(furan-2-yl)-2-(hept-1-yn-1-yl)-9H-purin-9-yl)tetrahydrofuran-3,4-diyl diacetate C(C)(=O)O[C@H]1[C@@H](OC[C@H]1OC(C)=O)N1C2=NC(=NC(=C2N=C1C=1OC=CC1)Cl)C#CCCCCC